C(C)OC(=O)C1=CC2=NC=C(C=C2N1C[C@@H](CO[Si](C1=CC=CC=C1)(C1=CC=CC=C1)C(C)(C)C)NC(=O)OC(C)(C)C)F ethyl-1-[(2S)-2-(tert-butoxycarbonylamino)-3-[tert-butyl(diphenyl) silyl] oxy-propyl]-6-fluoro-pyrrolo[3,2-b]pyridine-2-carboxylate